O[C@H]1C[C@H](C1)OC1=CC=CC(=N1)C1=NC2=CC(=NC=C2C=C1)CNC(C1=CC(=C(C=C1)C)S(=O)(=O)C)=O N-((2-(6-((cis)-3-hydroxycyclobutoxy)pyridin-2-yl)-1,6-naphthyridin-7-yl)methyl)-4-methyl-3-(methylsulfonyl)benzamide